7-(4-(2,2-difluoroethoxy)-5-(1-ethylpiperidin-4-yl)-1H-benzo[d]imidazol-2-yl)-6-Methoxy-1H-pyrrolo[3,2-c]pyridine-3-carbonitrile FC(COC1=C(C=CC=2NC(=NC21)C=2C1=C(C=NC2OC)C(=CN1)C#N)C1CCN(CC1)CC)F